C(C)(C)(C)OC(=O)N1C[C@@H](OCC1)CC1=C(N=C2N1C=CC(=C2)C)C2=C(C=C(C=C2F)C#N)F (S)-2-((2-(4-cyano-2,6-difluorophenyl)-7-methylimidazo[1,2-a]pyridin-3-yl)methyl)morpholine-4-carboxylic acid tert-butyl ester